tert-butyl (3R,5S)-3-(3-((6-amino-3-methyl-2-oxo-2,3-dihydro-1H-benzo[d]imidazol-4-yl)oxy)propyl)-4,4-difluoro-5-methylpiperidine-1-carboxylate NC=1C=C(C2=C(NC(N2C)=O)C1)OCCC[C@@H]1CN(C[C@@H](C1(F)F)C)C(=O)OC(C)(C)C